C(C=C)NC(=O)N1C=NC(=C1N)C(=O)N N1-allyl-5-amino-1H-imidazole-1,4-dicarboxamide